[N+](=O)([O-])C1=NN(C=C1)C1CC(C1)=O 3-(3-nitro-1H-pyrazol-1-yl)cyclobutan-1-one